4-[[5-(4,4-dimethylcyclohexoxy)-4-methyl-3-pyridyl]methyl]-3-fluoro-N-(methylsulfamoyl)pyridin-2-amine CC1(CCC(CC1)OC=1C(=C(C=NC1)CC1=C(C(=NC=C1)NS(NC)(=O)=O)F)C)C